C(CCC)C1CCC(CC1)C1=CC=C2C(=C(CC2=C1)C=O)O[Si](C)(C)C 6-((1s,4r)-4-butylcyclohexyl)-3-((trimethylsilyl)oxy)-1H-indene-2-carbaldehyde